6-((5'S,7a'R)-5'-(3,5-difluorophenyl)-3'-oxotetrahydro-3'H-spiro[piperidine-4,2'-pyrrolo[2,1-b]oxazol]-1-yl)pyridazine-3-carbonitrile FC=1C=C(C=C(C1)F)[C@@H]1CC[C@H]2OC3(C(N21)=O)CCN(CC3)C3=CC=C(N=N3)C#N